N-[5-(1,3-benzothiazol-4-yl)-4-fluoro-2-[rac-(3R,5S)-3,4,5-trimethylpiperazin-1-yl]phenyl]-4-(difluoromethyl)-1-methyl-6-oxopyridine-3-carboxamide S1C=NC2=C1C=CC=C2C=2C(=CC(=C(C2)NC(=O)C2=CN(C(C=C2C(F)F)=O)C)N2C[C@H](N([C@H](C2)C)C)C)F |r|